O=C1NC2(CC(C2)C(=O)[O-])CO1 (2s,4s)-6-oxo-7-oxa-5-azaspiro[3.4]octane-2-carboxylate